OC[C@H](CB(OCC(C)O)O)C=1C=NC=C(C1)C1=CC(=C(C=C1)OC)OCCC 2-hydroxypropyl hydrogen ((R)-3-hydroxy-2-(5-(4-methoxy-3-propoxyphenyl)pyridin-3-yl)propyl)boronate